4-(4-ethoxyphenoxy)benzaldehyde C(C)OC1=CC=C(OC2=CC=C(C=O)C=C2)C=C1